6-nitro-1-trityl-1H-indazole [N+](=O)([O-])C1=CC=C2C=NN(C2=C1)C(C1=CC=CC=C1)(C1=CC=CC=C1)C1=CC=CC=C1